N-methyl-N-4-methoxyphenylformamide CN(C=O)C1=CC=C(C=C1)OC